O1CCN(CC1)CC(C)=O morpholinopropanone